2-((3R,4S)-3-Amino-4-fluoropiperidin-1-yl)-1-((5-chloropyrimidin-2-yl)methyl)-6-fluoro-1H-benzo[d]imidazol-4-carbonitril N[C@@H]1CN(CC[C@@H]1F)C1=NC2=C(N1CC1=NC=C(C=N1)Cl)C=C(C=C2C#N)F